ClC1=C(C=O)C=C(C=C1)B1OC(C(O1)(C)C)(C)C 2-chloro-5-(4,4,5,5-tetramethyl-1,3,2-dioxaborolan-2-yl)benzaldehyde